4-(4-fluoro-2-methoxyphenyl)piperazine-1-sulfonamide FC1=CC(=C(C=C1)N1CCN(CC1)S(=O)(=O)N)OC